C(C#C)NC1=CC=C(C(=O)OC)C=C1 methyl 4-(2-propyn-1-ylamino)benzoate